Cl.Cl.ClC1=C(C(=O)NC=2C(=NN(C2)COC([C@@H](N)C(C)C)=O)C(=O)NC2CCNCC2)C(=CC=C1)Cl 4-(2,6-dichlorobenzoylamino)-N-(piperidin-4-yl)-1-(L-valyloxymethyl)-1H-pyrazole-3-carboxamide dihydrochloride